O[C@H]1C[C@H](CCC1)[C@H]1N(C[C@@H](CC1)C)C(C(=O)NC=1C=C(C=NC1)C(=O)N)=O 5-[[2-[(2S,5R)-2-[(1S,3R)-3-hydroxycyclohexyl]-5-methyl-1-piperidyl]-2-oxo-acetyl]amino]pyridine-3-carboxamide